4-Chloro-6-(1-methylpyrazol-4-yl)pyridine-3-carboxylic acid ClC1=C(C=NC(=C1)C=1C=NN(C1)C)C(=O)O